2-(2,6-dimethylpyridin-4-yl)-3-isopropyl-5-(1-(3,3,3-trifluoropropyl)piperidin-4-yl)-1H-indole CC1=NC(=CC(=C1)C=1NC2=CC=C(C=C2C1C(C)C)C1CCN(CC1)CCC(F)(F)F)C